FC(CN1CCCC1)F (2,2-difluoroethyl)pyrrolidin